1-(9Z,12Z,15Z-octadecatrienoyl)-2-(9Z,12Z-octadecadienoyl)-glycero-3-phosphoserine CCCCC/C=C\C/C=C\CCCCCCCC(=O)O[C@H](COC(=O)CCCCCCC/C=C\C/C=C\C/C=C\CC)COP(=O)(O)OC[C@@H](C(=O)O)N